C(=O)=C1CC(CC(C1)=C=O)=C=O 1,3,5-tricarbonyl-benzene